CN1C[C@H]2C(OB(OC([C@@H](C1)N2C)=O)[C@H](CC(C)C)NC([C@H]([C@@H](C)O)NC(C2=NC(=CC=C2)C2=CC=CC=C2)=O)=O)=O N-((2S,3R)-1-(((R)-1-((1R,7S)-9,11-dimethyl-2,6-dioxo-3,5-dioxa-9,11-diaza-4-borabicyclo[5.3.1]undecan-4-yl)-3-methylbutyl)amino)-3-hydroxy-1-oxobutan-2-yl)-6-phenylpicolinamide